1-(hydrazinocarbonylmethyl)pyridinium chloride [Cl-].N(N)C(=O)C[N+]1=CC=CC=C1